sodium dihydroxyphenylpropionate OCC(C(=O)[O-])(C1=CC=CC=C1)O.[Na+]